[K+].FC1=C(C(=O)[O-])C=C(C(=C1OC)F)F 2,4,5-trifluoro-3-methoxybenzoic acid potassium salt